C1=CC(=CC=C1CC2=CC=C(C=C2)N)N 4,4-Diaminodiphenylmethane